5-bromo-N-(1-ethyl-2-oxo-1,2-dihydrobenzo[cd]indol-6-yl)-2-methoxybenzenesulfonamide BrC=1C=CC(=C(C1)S(=O)(=O)NC=1C=2C3=C(C(N(C3=CC1)CC)=O)C=CC2)OC